2-(4-methoxyphenoxy)benzo[d]oxazole COC1=CC=C(OC=2OC3=C(N2)C=CC=C3)C=C1